N,N-bis(4-sulfobutyl)-3,5-dimethylaniline S(=O)(=O)(O)CCCCN(C1=CC(=CC(=C1)C)C)CCCCS(=O)(=O)O